tert-butyl 4-(2-(bis(benzyloxy)phosphoryl)ethyl)piperidine-1-carboxylate Tert-butyl-4-(2-iodoethyl)piperidine-1-carboxylate C(C)(C)(C)OC(=O)N1CCC(CC1)CCI.C(C1=CC=CC=C1)OP(=O)(OCC1=CC=CC=C1)CCC1CCN(CC1)C(=O)OC(C)(C)C